2-hexyldecyl 6-(8-bromo-N-isopropyloctanamido)hexanoate 10-2-Hexyldecyl-6-(8-bromo-N-isopropyloctanamido)hexanoate CC(CCCC)CCCCCCCCCCOC(CCCCCN(C(CCCCCCCBr)=O)C(C)C)=O.BrCCCCCCCC(=O)N(C(C)C)CCCCCC(=O)OCC(CCCCCCCC)CCCCCC